Cl.NC=1C=CC(=C(C1)NC(=O)C=1C=NN2C1C=NC(=C2)Cl)F N-(5-amino-2-fluorophenyl)-6-chloropyrazolo[1,5-a]pyrazine-3-carboxamide hydrochloride